(2R,4S)-rel-4-(4,5-dichloro-2-hydroxyphenyl)piperidine-2-carboxamide ClC1=CC(=C(C=C1Cl)[C@@H]1C[C@@H](NCC1)C(=O)N)O |o1:8,10|